C(C)OCOC1=C(C=CC(=C1)C#CC)C1=C(N=C(N=N1)N[C@H]1CN(CCC1)C)C (R)-6-(2-(ethoxymethoxy)-4-(prop-1-yn-1-yl)phenyl)-5-methyl-N-(1-methylpiperidine-3-yl)-1,2,4-triazin-3-amine